N-(3,3-difluorocyclobutyl)methyl-4-(1,7-diaza-7-spiro[4.4]nonyl)-5-(3,5-difluorophenyl)nicotinamide FC1(CC(C1)CNC(C1=CN=CC(=C1N1CC2(CCCN2)CC1)C1=CC(=CC(=C1)F)F)=O)F